C(C)(C)N1N=C(C=C1)C=1C(=C2C(=NC(=NN2C1)C=1N(C=CN1)C)NC[C@@H]1[C@@H](CC1)COC)C1=CC=CC=C1 |r| rac-6-(1-Isopropyl-1H-pyrazol-3-yl)-N-(((1S,2R)-2-(methoxymethyl)cyclobutyl)methyl)-2-(1-methyl-1H-imidazol-2-yl)-5-phenylpyrrolo[2,1-f][1,2,4]triazin-4-amine